platinum(ii) tetraphenyltetrabenzoporphyrin C1(=CC=CC=C1)C=1C=2C3=C(C(=C(C4=C5C(=C(C(=C6C7=C(C(C(=C8C9=C(C1N8)C=CC=C9)C9=CC=CC=C9)=N6)C=CC=C7)C7=CC=CC=C7)N4)C=CC=C5)C5=CC=CC=C5)N2)C=CC=C3.[Pt+2]